1-[5-fluoro-2-(4-piperazin-1-yl-phenylamino)-pyrimidin-4-yl]-1H-indole-3-carboxylic acid amide FC=1C(=NC(=NC1)NC1=CC=C(C=C1)N1CCNCC1)N1C=C(C2=CC=CC=C12)C(=O)N